BrC=1C=C2C(=CN(C2=CC1)CC1=NC=CC=C1)\C=C/1\C(NC(S1)=O)=O (Z)-5-((5-bromo-1-(pyridin-2-ylmethyl)-1H-indol-3-yl)methylene)thiazolidine-2,4-dione